[Zn+2].[O-2].[Li+] lithium oxide zinc